BrC1=C(C=C2C(=C(C=NC2=C1F)C#N)N1C[C@@H](N(CC1)C(=O)OCC1=CC=CC=C1)CC#N)Cl benzyl (S)-4-(7-bromo-6-chloro-3-cyano-8-fluoroquinolin-4-yl)-2-(cyanomethyl)piperazine-1-carboxylate